CC1=NOC(=N1)CCCNC(N)=O 3-(3-(3-methyl-1,2,4-oxadiazol-5-yl)propyl)urea